N1=NC(C2=C1CCC(CCCC2)=O)=O pyrazolocyclononane-3,8-dione